ClC1=CC=C2C(=CC(=NC2=C1Cl)NCC1CN(CCO1)C(=O)OC(C)(C)C)N1C=NC=C1 tert-Butyl 2-(((7,8-dichloro-4-(1H-imidazol-1-yl)quinolin-2-yl)amino)methyl)morpholine-4-carboxylate